C(C)(C)(C)C1=CC=2C=CC=CC2C=2C3=C(OC21)C=CC=C3 6-t-butylbenzo[b]naphtho[1,2-d]furan